tetra-cyclopentyl-ascorbate C1(CCCC1)C([C@@]([C@@]1(C(=C(C(=O)O1)O)[O-])C1CCCC1)(O)C1CCCC1)(O)C1CCCC1